C(C)(C)(C)PC=1OC=CC1 tert-butyl-2-furylphosphine